2,3,4-trihydroxy-2-(hydroxymethyl)butanoic acid OC(C(=O)O)(C(CO)O)CO